1-(4-((2S,5R)-5-(5-amino-7,9-difluoro-[1,2,4]triazolo[1,5-c]quinazolin-2-yl)-2-methylpiperidin-1-yl)-1H-pyrazol-1-yl)-2-methylpropan-2-ol NC1=NC=2C(=CC(=CC2C=2N1N=C(N2)[C@@H]2CC[C@@H](N(C2)C=2C=NN(C2)CC(C)(O)C)C)F)F